Octanoat C(CCCCCCC)(=O)[O-]